(S)-N-(tert-butyl)-2-(((3-(2-methoxyphenyl)pyrazolo[1,5-a]pyrimidin-5-yl)amino)methyl)pyrrolidine-1-carboxamide C(C)(C)(C)NC(=O)N1[C@@H](CCC1)CNC1=NC=2N(C=C1)N=CC2C2=C(C=CC=C2)OC